tert-butyl 4-[1-(2,6-dioxo-3-piperidyl)indolin-5-yl]piperidine-1-carboxylate O=C1NC(CCC1N1CCC2=CC(=CC=C12)C1CCN(CC1)C(=O)OC(C)(C)C)=O